C(C1=CC=CC=C1)C=1C=C(C(=O)O)C=CC1 3-benzyl-benzoic acid